(3S)-N-(cyano(7-fluoroisoquinolin-4-yl)methyl)-2-((S)-3,3-dimethyl-2-(2,2,2-trifluoroacetamido)butanoyl)-2-azaspiro[4.4]nonane-3-carboxamide C(#N)C(NC(=O)[C@H]1N(CC2(C1)CCCC2)C([C@H](C(C)(C)C)NC(C(F)(F)F)=O)=O)C2=CN=CC1=CC(=CC=C21)F